FC(CO[Si](OCC)(OCC)CCCCCCCC)(F)F trifluoro-octyl-triethoxysilane